S(=O)(=O)(C1=CC=C(C)C=C1)OCCC1CCN(CC1)C(=O)OC(C)(C)C Tert-Butyl 4-(2-(tosyloxy)ethyl)piperidine-1-carboxylate